F[C@H]1[C@H](C1)C(=O)NC1=NC=C2C=C(C=3N(C2=C1)N=CN3)C=3C=NC(=CC3C)C(CC([2H])([2H])[2H])O (1R,2R)-2-fluoro-N-(4-(6-(1-hydroxypropyl-3,3,3-d3)-4-methylpyridin-3-yl)-[1,2,4]triazolo[1,5-a][1,6]naphthyridin-8-yl)cyclopropane-1-carboxamide